((7H-pyrrolo[2,3-d]pyrimidin-4-yl)amino)piperidine-1-carboxylic acid tert-butyl ester C(C)(C)(C)OC(=O)N1C(CCCC1)NC=1C2=C(N=CN1)NC=C2